ClC1=CC(=C(C=N1)NC(=O)C1(CN(C1)CCCC(C(=O)O)(C)C)C1=C(C=CC=C1)C(C)C)OCC 5-(3-((6-chloro-4-ethoxypyridin-3-yl)carbamoyl)-3-(2-isopropylphenyl)azetidin-1-yl)-2,2-dimethylpentanoic acid